[I-].C(CCCCCCC)N octylamine iodide salt